1-t-Butyl (1r,3r)-3-(3-chloro-4-cyanophenoxy)-2,2,4,4-tetramethylcyclobutylcarbamate ClC=1C=C(OC2C(C(C2(C)C)NC(OC(C)(C)C)=O)(C)C)C=CC1C#N